1,3-bis(isocyanatomethyl)-5-t-butylbenzene N(=C=O)CC1=CC(=CC(=C1)C(C)(C)C)CN=C=O